(3,5-dibromo-4-hydroxyphenyl)(2-ethyl-3-benzofuranyl)methanone BrC=1C=C(C=C(C1O)Br)C(=O)C1=C(OC2=C1C=CC=C2)CC